N1N=C(N=C1)S 1H-1,2,4-triazol-3-thiol